C(=O)O.C(C)OC1=NC=CC=C1C1=NC(=C(C=C1)OC1CC2(CN(C2)C(=O)O)C1)C(N[C@H]1CNCC1)=O (R)-6-((2'-ethoxy 6-(pyrrolidin-3-ylcarbamoyl)-[2,3'-bipyridin]-5-yl)oxy)-2-azaspiro[3.3]heptane-2-carboxylate formate